ClC1=C(C(=CC=C1)F)NC(C1=C(C=C(C(=C1)F)F)F)=O N-(2-Chloro-6-fluorophenyl)-2,4,5-trifluorobenzamide